The molecule is a cembrane diterpenoid with cytotoxic activity isolated from the soft coral Lobophytum michaelae. It has a role as an antineoplastic agent and a coral metabolite. It is a gamma-lactone, an acetate ester, a cembrane diterpenoid, an epoxide and a macrocycle. C/C/1=C\\C[C@H]([C@]2([C@@H](O2)[C@@H]3[C@@H]([C@@H](C[C@]4([C@@H](O4)C[C@@H]1OC(=O)C)C)OC(=O)C)C(=C)C(=O)O3)C)OC(=O)C